C1(CC1)C([C@@H](C(=O)NC=1N=CN(C1)CC=1C(=NC=CC1)OC)NC(OCC1=CC=CC=C1)=O)C1CC1 benzyl N-[(1S)-1-(dicyclopropylmethyl)-2-[[1-[(2-methoxy-3-pyridyl)methyl]imidazol-4-yl]amino]-2-oxo-ethyl]carbamate